C(C)N(C1=NC(=CC=C1[N+](=O)[O-])OCC#C)CC1=CN=C(S1)C N-Ethyl-N-((2-methylthiazol-5-yl)methyl)-6-propargyloxy-3-nitropyridin-2-amine